N1=NC(=CC2=C1C1=C(CCC2)C=CC=C1)N1N=C(N=C1N)NC1=CC(=C(C=C1)N1CC2N(CCCCC2)CC1)F 1-(6,7-dihydro-5H-benzo[6,7]cyclohepta[1,2-c]pyridazin-3-yl)-N3-(3-fluoro-4-(decahydropyrazino[1,2-a]azepin-2-yl)phenyl)-1H-1,2,4-triazole-3,5-diamine